C(C)(C)(C)C1=CC=C(C=C)C=C1 4-tert-butyl-styrene